C(O)([O-])=O.[Na+].[N+](#[C-])C(C(=O)N1CCCC1)C 2-Isocyano-1-(pyrrolidin-1-yl)propan-1-one sodium hydrogen carbonate